(S)-8-hydroxy-7-methoxy-2,3-dihydro-1H-benzo[e]pyrrolo[1,2-a][1,4]diazepin-5(11aH)-one OC=1C(=CC2=C(N=C[C@H]3N(C2=O)CCC3)C1)OC